2-[4-(4-fluorophenyl)-5-[4-(methylsulfonyl)phenyl]oxazol-2-yl]acetic acid FC1=CC=C(C=C1)C=1N=C(OC1C1=CC=C(C=C1)S(=O)(=O)C)CC(=O)O